C(CCCO)O.[K] potassium 1,4-butanediol